1-[3-acetyl-6-[5-[(6-methylpyridazin-3-yl)amino]benzimidazol-1-yl]-2-pyridinyl]-N,5-dimethyl-pyrazole-3-carboxamide C(C)(=O)C=1C(=NC(=CC1)N1C=NC2=C1C=CC(=C2)NC=2N=NC(=CC2)C)N2N=C(C=C2C)C(=O)NC